(1s,3s)-3-(difluoromethyl)-N-isopropylcyclobutan-1-amine hydrochloride Cl.FC(C1CC(C1)NC(C)C)F